2-chloro-4-(4-methylpyridin-3-yl)phenol ClC1=C(C=CC(=C1)C=1C=NC=CC1C)O